O1C=C(C=C1)C=1N=C(C2=C(N1)SC(=C2)C)NCCCC2=CC=C(C=C2)C2=NC=CN=C2 2-(furan-3-yl)-6-methyl-N-(3-[4-(pyrazin-2-yl)phenyl]propyl)thieno[2,3-d]pyrimidin-4-amine